BrC=1CCCC2=C(C1C1=CC=C(C=C1)C=C1CN(C1)CC(CF)F)C=CC(=C2)C(=O)OC Methyl 8-bromo-9-(4-((1-(2,3-difluoropropyl)azetidin-3-ylidene)methyl)phenyl)-6,7-dihydro-5H-benzo[7]annulene-3-carboxylate